FC1=CC=C(C=C1)N1C(=C(C2=C1C=C1C=NNC1=C2)C2=C(C=CC=C2)S(=O)(=O)O)C2CCOCC2 [5-(4-fluorophenyl)-6-tetrahydropyran-4-yl-1H-pyrrolo[2,3-f]indazol-7-yl]benzenesulfonic acid